7-azaspiro[3.4]octan-6-one C1CCC12CC(NC2)=O